C(CCCCC#C)C1SSCC1 3-(6-heptyn-1-yl)-1,2-dithiolane